C(C)(=O)OCCOC[C@@H](C)NC(=O)OC(C)(C)C (R)-2-(2-((tert-butyloxycarbonyl)amino)propoxy)ethyl acetate